ClC=1C=C(C=CC1N1CCOCC1)C(C(=O)N)N(S(=O)(=O)C=1C(=C(C=C2C=NNC12)C)C)C (3-chloro-4-morpholinophenyl)-2-(N,5,6-trimethyl-1H-indazole-7-sulfonamido)acetamide